2,5-dimethyl-2,5-di(t-butylperoxy)hexyne CC(C)(C#CC(C)(OOC(C)(C)C)C)OOC(C)(C)C